C1CCC2=CC(=CC=C12)C1=NC2=C(N1)C=CC(=C2)N 2-(2,3-dihydro-1H-indene-5-yl)-1H-benzo[d]imidazol-5-amine